Methyl 4-{2,2-difluoro-7-azaspiro[3.5]nonan-6-yl}-3-(pyrrolidin-1-yl)benzoate FC1(CC2(C1)CC(NCC2)C2=C(C=C(C(=O)OC)C=C2)N2CCCC2)F